N,N-diethyl-4-(7-((3-(4-(pyrrolidin-1-yl)piperidin-1-yl)propyl)amino)thieno[3,2-b]pyridin-5-yl)benzamide trihydrochloride Cl.Cl.Cl.C(C)N(C(C1=CC=C(C=C1)C1=CC(=C2C(=N1)C=CS2)NCCCN2CCC(CC2)N2CCCC2)=O)CC